(R)-2-amino-2-(1-(2-(2',4-dichloro-[1,1'-biphenyl]-2-yl)ethyl)piperidin-4-yl)-1-(4-(2-ethoxy-6-fluorobenzyl)piperazin-1-yl)ethan-1-one hydrobromide salt Br.N[C@@H](C(=O)N1CCN(CC1)CC1=C(C=CC=C1F)OCC)C1CCN(CC1)CCC1=C(C=CC(=C1)Cl)C1=C(C=CC=C1)Cl